(E)-2-((4-(3-chloroallyl)-7-fluoro-3-oxo-3,4-dihydrobenzoxazin-6-yl)carbamoyl)cyclohex-1-ene-1-carboxylic acid Cl/C=C/CC1C(NOC2=C1C=C(C(=C2)F)NC(=O)C2=C(CCCC2)C(=O)O)=O